N-(2-((1-methyl-1H-pyrazol-4-yl)amino)-[4,5'-bipyrimidin]-2'-yl)-1-phenylmethanesulfonamide CN1N=CC(=C1)NC1=NC=CC(=N1)C=1C=NC(=NC1)NS(=O)(=O)CC1=CC=CC=C1